C(C1=C(C(=C(N)C(=C1)CC)CC)Cl)C1=C(C(=C(N)C(=C1)CC)CC)Cl 4,4'-methylen-bis(3-chloro-2,6-diethylaniline)